CC1(OCC(O1)C)C1=CC=2C(CCC(C2C=C1)(C)C)(C)C 2,4-dimethyl-2-(5,6,7,8-tetrahydro-5,5,8,8-tetramethyl-2-naphthyl)-1,3-dioxolane